(S)-N-(3-(5-(2-aminopyrimidin-4-yl)-2-(4-(1-((1-(4-(2,6-dioxopiperidin-3-yl)phenyl)piperidin-4-yl)methyl)piperidin-4-yl)phenyl)thiazol-4-yl)-2-fluorophenyl)propane-1-sulfonamide NC1=NC=CC(=N1)C1=C(N=C(S1)C1=CC=C(C=C1)C1CCN(CC1)CC1CCN(CC1)C1=CC=C(C=C1)[C@H]1C(NC(CC1)=O)=O)C=1C(=C(C=CC1)NS(=O)(=O)CCC)F